CC1N(C(CCC1)C)CC(=O)O 2,6-dimethyl-piperidyl-acetic acid